tert-butyl (R)-2-((3-(benzyloxy)-4-((benzyloxy)carbonyl)phenyl)((5-cyclohexylpyridin-2-yl)methyl)carbamoyl)azetidine-1-carboxylate C(C1=CC=CC=C1)OC=1C=C(C=CC1C(=O)OCC1=CC=CC=C1)N(C(=O)[C@@H]1N(CC1)C(=O)OC(C)(C)C)CC1=NC=C(C=C1)C1CCCCC1